N-(6-(1-methyl-1H-pyrazol-4-yl)isoquinolin-3-yl)-1-(pyrimidin-2-ylmethyl)piperidine-4-carboxamide CN1N=CC(=C1)C=1C=C2C=C(N=CC2=CC1)NC(=O)C1CCN(CC1)CC1=NC=CC=N1